6-isopropyl-2-(4-(2-(methylsulfonyl)ethyl)piperazin-1-yl)-4H-pyrrolo[3,2-d]thiazole C(C)(C)C1=CNC2=C1N=C(S2)N2CCN(CC2)CCS(=O)(=O)C